[Al].[Mg].[Ce].[Mn] manganese-cerium-magnesium-aluminum